(2S,6R)-N-((S)-1-cyano-2-(4-(3-methyl-2-oxo-2,3-dihydrobenzo[d]oxazol-5-yl)phenyl)ethyl)-6-methoxy-1,4-oxazocane-2-carboxamide C(#N)[C@H](CC1=CC=C(C=C1)C=1C=CC2=C(N(C(O2)=O)C)C1)NC(=O)[C@H]1OCC[C@H](CNC1)OC